FC1=CC=C(C=C1)C1=C(C(=O)O)C(=CC(=N1)C)O (4-fluorophenyl)-4-hydroxy-6-methylnicotinic acid